6-(4-(4-cyanophenyl)-5-hydroxy-1H-pyrazol-1-yl)pyridine-3-sulfonamide C(#N)C1=CC=C(C=C1)C=1C=NN(C1O)C1=CC=C(C=N1)S(=O)(=O)N